tert-butyl N-(3,5-dimethyl-4-pyridyl)carbamate CC=1C=NC=C(C1NC(OC(C)(C)C)=O)C